6-methoxy-1,5-naphthyridin COC=1N=C2C=CC=NC2=CC1